FC1=CC(=C2C=CN(C2=C1)C)N1C(C2=CC(=CC=C2C(=C1)C(=O)N1CCCCC1)OC)=O 2-(6-fluoro-1-methyl-1H-indol-4-yl)-7-methoxy-4-(piperidine-1-carbonyl)-1,2-dihydroisoquinolin-1-one